Br.C(CCCCC)C1=C(O)C=CC=C1O hexylresorcinol, hydrobromide